tert-butyl (9-(2-formyl-4-nitrophenyl)-3,9-diazaspiro[5.5]undec-3-yl)carboxylate C(=O)C1=C(C=CC(=C1)[N+](=O)[O-])N1CCC2(CCN(CC2)C(=O)OC(C)(C)C)CC1